N-((1S)-1-cyclohexyl-2-((2-((4-methyl-2-oxoimidazolidin-1-yl)methyl)-1H-indol-5-yl)amino)-2-oxoethyl)-1-methyl-1H-pyrazole-5-carboxamide C1(CCCCC1)[C@@H](C(=O)NC=1C=C2C=C(NC2=CC1)CN1C(NC(C1)C)=O)NC(=O)C1=CC=NN1C